C(#N)C1=C(N=C2N(C1=O)C=C(C=C2C(=O)NC2(CCC2)CC(=O)O)C)N2CCCCC2 2-(1-(3-cyano-7-methyl-4-oxo-2-(piperidin-1-yl)-4H-pyrido[1,2-a]pyrimidine-9-carboxamido)cyclobutyl)acetic acid